CN(C=1SC2=C(C=NC(=C2)C=2N=C3SC=C(N3C2)C)N1)C1CC(NC(C1)(C)C)(C)C N-Methyl-6-(3-methylimidazo[2,1-b][1,3]thiazol-6-yl)-N-(2,2,6,6-tetramethylpiperidin-4-yl)[1,3]thiazolo[4,5-c]pyridin-2-amin